ClC1=C(C=CC=C1)[C@]1(C(CCCC1)=O)NC |r| (RS)-(+)-2-(2-Chlorophenyl)-2-(methylamino)cyclohexan-1-on